C(CCC)N1C(N(C(CC1=O)=O)C1CCC2(CC(C2)N2C(NC(C2(C)C)=O)=O)CC1)=O 1-butyl-3-(2-(5,5-dimethyl-2,4-dioxoimidazolidin-1-yl)spiro[3.5]nonan-7-yl)pyrimidine-2,4,6(1H,3H,5H)-trione